C[C@@H]1[C@@H](C1)N1C(C(=CC=C1)NC(=O)C1=CC2=CNN=C2C=C1)=O N-(1-((1r,2s)-2-methylcyclopropyl)-2-oxo-1,2-dihydropyridin-3-yl)-2H-indazole-5-carboxamide